[O-]S(=O)(=O)C(F)(F)F.[Sc+3].[O-]S(=O)(=O)C(F)(F)F.[O-]S(=O)(=O)C(F)(F)F scandium Triflate